ClC1=NC(=NC(=N1)OC)OC 2-chloro-dimethyloxy-1,3,5-triazine